Tetrahydro-pyran-4-carboxylic acid [(S)-8-(5-chloro-6-methoxy-pyridin-2-yl)-2,3-dihydro-benzo[1,4]dioxin-2-ylmethyl]-amide ClC=1C=CC(=NC1OC)C1=CC=CC2=C1O[C@H](CO2)CNC(=O)C2CCOCC2